FCOS fluoromethyl-sulfenate